1-(1-bicyclo[1.1.1]pentanyl)-3-[[3-(trifluoromethoxy)phenyl]methyl]urea C12(CC(C1)C2)NC(=O)NCC2=CC(=CC=C2)OC(F)(F)F